C(C)(=O)C1=C(SC(=C1)Cl)NC(OC(C)(C)C)=O tert-butyl (3-acetyL 5-chlorothiophen-2-yl)carbamate